N-(4-fluoro-3-methylphenyl)-N-methyl-2-(4-methyl-6-(trifluoromethyl)pyrimidin-2-yl)-5-oxo-pyrazolidine-3-carboxamide FC1=C(C=C(C=C1)N(C(=O)C1N(NC(C1)=O)C1=NC(=CC(=N1)C)C(F)(F)F)C)C